(5Z)-5-[[3-chloro-4-[(2R)-2,3-dihydroxypropoxy]phenyl]methylidene]-3-(2-methylphenyl)-2-propylimino-1,3-thiazolidin-4-one ClC=1C=C(C=CC1OC[C@@H](CO)O)\C=C/1\C(N(C(S1)=NCCC)C1=C(C=CC=C1)C)=O